BrC=1C=C(C=C2C=CN(C12)CC1(CCN(CC1)C(=O)OC(C)(C)C)O)Cl tert-butyl 4-((7-bromo-5-chloro-1H-indol-1-yl)methyl)-4-hydroxypiperidine-1-carboxylate